C(#N)C(C(=O)NCCCC[C@@H](C(=O)N[C@@H](CC(C)C)B(O)O)NC([C@H](C)NC(C(C)C)=O)=O)=CC(C)C ((R)-1-((S)-6-(2-cyano-4-methylpent-2-enamido)-2-((S)-2-isobutyrylaminopropionylamino)hexanoylamino)-3-methylbutyl)boronic acid